C(CC#C)NC=1N=NC(=NN1)Cl N-(but-3-yn-1-yl)-6-chloro-1,2,4,5-tetrazin-3-amine